ClC1=CC=CC(=N1)NC(=O)C1=C(N(C(=C1C)C(C(N[C@@H](C(F)(F)F)C)=O)=O)C)C (R)-N-(6-chloropyridin-2-yl)-1,2,4-trimethyl-5-(2-oxo-2-((1,1,1-trifluoropropan-2-yl)amino)acetyl)-1H-pyrrole-3-carboxamide